C(C)(C)(C)OC(=O)NC1CCN(CC1)CC1CCN(CC1)C(=O)OCC1=CC=CC=C1 benzyl 4-((4-((tert-butoxycarbonyl)amino)piperidin-1-yl)methyl)piperidine-1-carboxylate